7-benzyloxy-coumarin C(C1=CC=CC=C1)OC1=CC=C2C=CC(OC2=C1)=O